CO[SiH2]C=1SC=CC1 methoxy-2-thienylsilane